C(#N)C[C@H]1N(CC[C@@H](C1)OC1=NC(=NC(=C1)O[C@@H](C)[C@H]1N(C[C@@H](C1)F)C)C(N)=NO)C(=O)OC(C)(C)C tert-Butyl (2R,4S)-2-(cyanomethyl)-4-({6-[(1S)-1-[(2S,4R)-4-fluoro-1-methylpyrrolidin-2-yl] ethoxy]-2-(N'-hydroxycarbamimidoyl)pyrimidin-4-yl}oxy)piperidine-1-carboxylate